4-(4-chlorophenyl)-3-oxobutyronitrile ClC1=CC=C(C=C1)CC(CC#N)=O